Methyl-(2-acetamido-2-methylpropyl)(1-(4-fluoro-3-(trifluoromethyl)phenyl)cyclopropyl)-Carbamat COC(N(C1(CC1)C1=CC(=C(C=C1)F)C(F)(F)F)CC(C)(C)NC(C)=O)=O